1,3-dimethyl-3-((1-methylcyclohexyl)methyl)indolin-2-one CN1C(C(C2=CC=CC=C12)(CC1(CCCCC1)C)C)=O